CC1=C(CNC=2C=3N(C=C(C2)NC(C)=O)C(=C(N3)C)C)C(=CC=C1)C N-(8-((2,6-dimethylbenzyl)amino)-2,3-dimethylimidazo[1,2-a]pyridin-6-yl)acetamide